N-(1-(2-fluorocyclopropyl)-2-oxo-1,2-dihydropyridin-3-yl)-7-isopropoxy-2-(1-methyl-2-oxabicyclo[2.1.1]hex-4-yl)imidazo[1,2-a]pyrimidine-6-carboxamide FC1C(C1)N1C(C(=CC=C1)NC(=O)C=1C(=NC=2N(C1)C=C(N2)C21COC(C2)(C1)C)OC(C)C)=O